C1(=CC=CC=C1)C(C=C)(O)C1=CC(=CC=C1)Br 1-phenyl-1-(3-bromophenyl)-2-propen-1-ol